O1CCC(CC1)NC1=CC(=NC=C1)C1=CC=C2N1N=CC(=C2)C#N 7-(4-((tetrahydro-2H-pyran-4-yl)amino)pyridin-2-yl)pyrrolo[1,2-b]pyridazine-3-carbonitrile